O=C1C=C(C=2C(=NC(=CC2)N2C(CCCC2)C(=O)O)O1)C1=C(C=CC=C1)C 1-(2-oxo-4-(o-tolyl)-2H-pyrano[2,3-b]pyridin-7-yl)piperidine-2-carboxylic acid